ClC=1C(=C2C=NN(C2=CC1)C1OCCCC1)B1OC(C(O1)(C)C)(C)C 5-chloro-1-tetrahydropyran-2-yl-4-(4,4,5,5-tetramethyl-1,3,2-dioxaborolan-2-yl)indazole